disodium [4-[4-[[(2S)-2-cyclohexyl-2-[(2-methylpyrazole-3-carbonyl)amino]acetyl]amino]phenyl]-3,5-dimethyl-pyrazol-1-yl]methyl dihydrogen phosphate P(=O)(OCN1N=C(C(=C1C)C1=CC=C(C=C1)NC([C@@H](NC(=O)C=1N(N=CC1)C)C1CCCCC1)=O)C)(O)O.[Na].[Na]